FC=1C(=NC(=NC1)NC1=NC=C(C=C1)N1CCN(CC1)C)C=1C=C2C=CC=NC2=CC1 5-Fluoro-N-(5-(4-methylpiperazin-1-yl)pyridin-2-yl)-4-(quinolin-6-yl)pyrimidin-2-amine